N-((R)-6-methoxy-2,3,4,9-tetrahydro-1H-carbazol-1-yl)-2-methylpropan-2-sulfonamide COC=1C=C2C=3CCC[C@H](C3NC2=CC1)NS(=O)(=O)C(C)(C)C